bis(aminocyclohexyl)isopropyl-propane NC1(CCCCC1)C(CC)(C(C)C)C1(CCCCC1)N